C(C)(C)[C@@H]1N(CCN(C1)C)CC1=CC(=C2CN(C(C2=C1)=O)C1=CC(=CC=C1)[C@H](C1=NN=CN1C)C1CC(C1)OC)C(F)(F)F 6-(((S)-2-isopropyl-4-methylpiperazin-1-yl)methyl)-2-(3-((R)-((1r,3R)-3-methoxycyclobutyl)(4-methyl-4H-1,2,4-triazol-3-yl)methyl)phenyl)-4-(trifluoromethyl)isoindolin-1-one